(3S)-N-hydroxy-4-[(3-methyloxolan-3-yl)carbonyl]-3-phenyl-3,5-dihydro-2H-1,4-benzoxazepine-8-carboximidamide ONC(=N)C1=CC2=C(CN([C@H](CO2)C2=CC=CC=C2)C(=O)C2(COCC2)C)C=C1